C(CCCCCCCCCCCCCCCCC)(=O)OCCO Octadecanoic acid, 2-hydroxyethyl ester